(2E)-1-phenyl-3-(2,5-dimethylanilino)-2-propen-1-one C1(=CC=CC=C1)C(\C=C\NC1=C(C=CC(=C1)C)C)=O